(7R,8aS)-2-(azetidin-3-yl)-7-(2,3-dichloro-6-hydroxyphenyl)-hexahydropyrrolo[1,2-a]pyrazin-4-one N1CC(C1)N1C[C@H]2N(C(C1)=O)C[C@H](C2)C2=C(C(=CC=C2O)Cl)Cl